5-(3-(difluoromethoxy)phenyl)-2-(trifluoromethyl)furan-3-carboxylic acid FC(OC=1C=C(C=CC1)C1=CC(=C(O1)C(F)(F)F)C(=O)O)F